C(CCCC)C1=C(O)C(=CC(=C1)O)CCCCC 2,6-diamyl-hydroquinone